8-(2,6-difluoro-4-methoxy-phenyl)-3,4,7,9,13,14-hexazatetracyclo[7.6.1.02,6.013,16]hexadeca-1(16),2(6),4,7,14-pentaene FC1=C(C(=CC(=C1)OC)F)C1=NC=2C=NNC2C=2C=NN3CCCN1C23